2-(2,6-dioxopiperidin-3-yl)-5-(((1R,2S)-1-(ethylamino)-2,3-dihydro-1H-inden-2-yl)(methyl)amino)isoindoline-1,3-dione O=C1NC(CCC1N1C(C2=CC=C(C=C2C1=O)N(C)[C@@H]1[C@@H](C2=CC=CC=C2C1)NCC)=O)=O